FC1=C(C=CC(=C1)F)CCC(=O)[O-] 3-(2,4-difluorophenyl)propanoate